C(=O)C=1C=CC(=C(C1)C)C1(CC=2C3=C(NC2C=C1)N=CN=C3N[C@@H]3CC[C@H](CC3)N3CCOCC3)C3=CC=NC=C3 6-(5-formyl-2-tolyl)-N-(trans-4-morpholinocyclohexyl)-6-(pyridin-4-yl)-9H-pyrimido[4,5-b]indol-4-amine